tert-Butyl 4-(1-(3-bromo-6-fluoro-2-(trifluoromethyl)pyridin-4-yl)azetidin-3-yl)piperazine-1-carboxylate BrC=1C(=NC(=CC1N1CC(C1)N1CCN(CC1)C(=O)OC(C)(C)C)F)C(F)(F)F